[(E)-hex-2-enyl]propanoate C(\C=C\CCC)OC(CC)=O